C(=O)(C=C)[SiH3] Acryl-Silan